4-[(2R)-3-(3,4-dihydro-1H-isoquinolin-2-yl)-2-hydroxy-propyl]-8-[[(2S)-2-(methoxymethyl)pyrrolidin-1-yl]methyl]-2,3-dihydro-1,4-benzoxazepin-5-one C1N(CCC2=CC=CC=C12)C[C@H](CN1CCOC2=C(C1=O)C=CC(=C2)CN2[C@@H](CCC2)COC)O